N-(3-bromoquinolin-8-yl)quinoline-8-sulfonamide BrC=1C=NC2=C(C=CC=C2C1)NS(=O)(=O)C=1C=CC=C2C=CC=NC12